C12C3CCCC3C(C(C1)=CCCC=O)C2 4-(Tricyclo-[5.2.1.02,6]-dec-8-ylidene)butyraldehyde